C1=NC(=C2C(=N1)N(C=N2)[C@H]3[C@@H]([C@@H]([C@H](O3)COP(=O)(O)OS(=O)(=O)O)O)O)N adenylyl sulphate